5,5-dimethyl-4-(methylamino)-7-(4-morpholinophenyl)pyrrolo[2,3-d]pyrimidin-6-one CC1(C(N(C=2N=CN=C(C21)NC)C2=CC=C(C=C2)N2CCOCC2)=O)C